N[C@@H](C(=O)O[C@@H]1[C@H](O[C@]([C@@H]1O)(C1=CC=C2C(=NC=NN21)NC(C(CC)CC)=O)C#N)COC(CC2CCCC2)=O)C(C)(C)C (2R,3S,4R,5R)-5-cyano-2-((2-cyclopentylacetoxy)methyl)-5-(4-(2-ethylbutanamido)pyrrolo[2,1-f][1,2,4]triazin-7-yl)-4-hydroxytetrahydrofuran-3-yl (R)-2-amino-3,3-dimethylbutanoate